ClC1=C(C=C(C(=C1)F)OC)C1=CC=2NC(N(C(C2S1)=O)C1=CN=CC2=CC=C(C=C12)Cl)=O 6-(2-chloro-4-fluoro-5-methoxyphenyl)-3-(6-chloroisoquinolin-4-yl)thieno[3,2-d]pyrimidine-2,4(1H,3H)-dione